ethynyl-2'-deoxyuridine C(#C)[C@@]1(C[C@H](O)[C@@H](CO)O1)N1C(=O)NC(=O)C=C1